C(C1=CC=CC=C1)(=O)N1CCC(CC1)(C(=O)NC=1C=C(CN2C[C@H](CCC2)NC(OC(C)(C)C)=O)C=C(C1)N1C=NC(=C1)C)O tert-butyl (S)-(1-(3-(1-benzoyl-4-hydroxypiperidine-4-carboxamido)-5-(4-methyl-1H-imidazol-1-yl)benzyl)piperidin-3-yl)carbamate